2-naphthyl-3,5-dicarbomethoxybenzene C1=C(C=CC2=CC=CC=C12)C1=CC(=CC(=C1)C(=O)OC)C(=O)OC